ClC=1C=CC(=NC1)SC=1C=NC=CC1C(=N)NO 3-[(5-Chloropyridin-2-yl)sulfanyl]-N-hydroxypyridine-4-carboxamidine